4-(6-(6-(isopropyl(methyl)amino)-4-((methylamino)methyl)-1-oxo-1,3-dihydro-2H-pyrrolo[3,4-c]pyridin-2-yl)pyridin-2-yl)-6-oxa-4-azaspiro[2.4]heptane-5-one C(C)(C)N(C1=CC2=C(C(=N1)CNC)CN(C2=O)C2=CC=CC(=N2)N2C1(CC1)COC2=O)C